ClC1=NC(=CC(=C1)[C@@H]1CN([C@H](CO1)COC)CC1=CC=C(C=C1)OC)B1OC(C(O1)(C)C)(C)C (2R,5S)-2-(2-chloro-6-(4,4,5,5-tetramethyl-1,3,2-dioxaborolan-2-yl)pyridin-4-yl)-4-(4-methoxybenzyl)-5-(methoxymethyl)morpholine